C1NCC12CCN(CC2)C2=CC=CC=1N(C(N(C12)C)=O)C1C(NC(CC1)=O)=O 3-[4-(2,7-diazaspiro[3.5]nonan-7-yl)-3-methyl-2-oxo-benzimidazol-1-yl]piperidine-2,6-dione